propenyl-hexadecyl-dimethylsilane C(=CC)[Si](C)(C)CCCCCCCCCCCCCCCC